tert-butyl-4-[2-(2,6-dioxopiperidin-3-yl)-1,3-dioxo-2,3-dihydro-1H-isoindol-4-yl]piperidine C(C)(C)(C)N1CCC(CC1)C1=C2C(N(C(C2=CC=C1)=O)C1C(NC(CC1)=O)=O)=O